C(C)(C)(C)C1=CC=C(C=C1)C(=O)C1=C(C=C(C(=C1)O)O)Br (4-tert-butylphenyl)(2-bromo-4,5-dihydroxyphenyl)methanone